(1S,3S)-3-glycoloyl-3,5,12-trihydroxy-10-methoxy-6,11-dioxo-1,2,3,4,6,11-hexahydrotetracen-1-yl 3-amino-2,3,6-trideoxy-α-L-lyxo-hexo-pyranoside N[C@H]1C[C@H](O[C@H]2C[C@](CC3=C(C=4C(C5=CC=CC(=C5C(C4C(=C23)O)=O)OC)=O)O)(O)C(CO)=O)O[C@H]([C@H]1O)C